C1(=CC=CC=C1)N1CC2(CCN(C2)C=2C=C(C(=O)NCCCCCCC(=O)O)C=CN2)CC1 7-(2-(7-phenyl-2,7-diazaspiro[4.4]nonan-2-yl)isonicotinamido)heptanoic acid